N1=CC=NC2=C1C(=CC=N2)C(=O)[O-] pyrido[3,2-e]pyrazine-8-carboxylate